ethyl 3-(5'-methoxy-2'-carboxyl anilino)-4-hydroxybenzoate COC=1C=CC(=C(NC=2C=C(C(=O)OCC)C=CC2O)C1)C(=O)O